BrC1=CC(=NC=C1)NC(=O)CCN1[C@@H]2CN([C@H](C1)C2)C(=O)OC(C)(C)C tert-butyl (1s,4s)-5-{2-[(4-bromopyridin-2-yl) carbamoyl] ethyl}-2,5-diazabicyclo[2.2.1]heptane-2-carboxylate